The molecule is a para-terphenyl that is 1,1':4',1''-terphenyl substituted by methoxy groups at positions 3' and 6' and hydroxy groups at positions 2', 4 and 4''. It has been isolated from Aspergillus taichungensis. It has a role as a mycotoxin and an Aspergillus metabolite. It is a para-terphenyl, a member of phenols and a dimethoxybenzene. COC1=C(C(=C(C(=C1)C2=CC=C(C=C2)O)OC)O)C3=CC=C(C=C3)O